2,4,6-trichloropyridine-3-carbonitrile ClC1=NC(=CC(=C1C#N)Cl)Cl